NC(C)(C)C(COCCO)(C(C)(N)C)O bis(1-amino-1-methylethyl)diethylene glycol